5-(2-(dicyanomethylene)hydrazino)-1H-indole-1-carboxylic acid tert-butyl ester C(C)(C)(C)OC(=O)N1C=CC2=CC(=CC=C12)NN=C(C#N)C#N